N-(5-Cyclopropyl-1H-pyrazol-3-yl)-2-(6-methyl-2,6-diazaspiro[3.3]heptan-2-yl)pyrimidin-4-amine C1(CC1)C1=CC(=NN1)NC1=NC(=NC=C1)N1CC2(C1)CN(C2)C